6-bromo-7-methoxy-3-(methoxymethyl)quinolin BrC=1C=C2C=C(C=NC2=CC1OC)COC